C[C@H]1CN(CCN1C=1C2=C(N=CN1)N(C=C2B2OC(C(O2)(C)C)(C)C)S(=O)(=O)C2=CC=C(C)C=C2)C(=O)OC(C)(C)C tert-Butyl (S)-3-methyl-4-(5-(4,4,5,5-tetramethyl-1,3,2-dioxaborolan-2-yl)-7-tosyl-7H-pyrrolo[2,3-d]pyrimidin-4-yl)piperazine-1-carboxylate